2H-benzo[b][1,4]thiazine-6-carboxamide-1,1-dioxide S1(C2=C(N=CC1)C=C(C=C2)C(=O)N)(=O)=O